FC(C(CNC1(CC2=CC=CC=C2C1)C(C)(C)O)NC(OCC1=CC=CC=C1)=O)(F)F Benzyl (1,1,1-trifluoro-3-((2-(2-hydroxypropan-2-yl)-2,3-dihydro-1H-inden-2-yl)amino)propan-2-yl)carbamate